1-(5-aminopyrazin-2-yl)-6-chloro-7-[(2R)-2-{[(3-chloropyridin-2-yl)oxy]methyl}pyrrolidin-1-yl]-4-oxo-1,4-dihydroquinoline-3-carboxylic acid NC=1N=CC(=NC1)N1C=C(C(C2=CC(=C(C=C12)N1[C@H](CCC1)COC1=NC=CC=C1Cl)Cl)=O)C(=O)O